6-bromo-2-methyl-2,3-dihydro-4H-1-benzopyran-4-one BrC=1C=CC2=C(C(CC(O2)C)=O)C1